CC1(CC=2C(=NC(=C(C2C2=C3C=NNC3=CC=C2C)C#N)N2[C@H](C3(CN(C3)C(C=C)=O)CC2)C)C1)C 6,6-dimethyl-4-(5-methyl-1H-indazol-4-yl)-2-((5S)-5-methyl-2-(2-propenoyl)-2,6-diazaspiro[3.4]octan-6-yl)-6,7-dihydro-5H-cyclopenta[b]pyridine-3-carbonitrile